trimethylolpropane tri(acrylate) C(C=C)(=O)O.C(C=C)(=O)O.C(C=C)(=O)O.C(O)C(CC)(CO)CO